3,3',5,5'-Tetramethyl-4,4'-diaminobiphenyl CC=1C=C(C=C(C1N)C)C1=CC(=C(C(=C1)C)N)C